7-((3-(2-(Trifluoromethyl)pyridin-4-yl)pyrazolo[1,5-a]pyrimidin-6-yl)methyl)-1-oxa-7-azaspiro[3.5]nonane FC(C1=NC=CC(=C1)C=1C=NN2C1N=CC(=C2)CN2CCC1(CCO1)CC2)(F)F